(1R,3S,5R)-2-(4-(benzyloxy)-5-methoxy-2-nitrobenzoyl)-2-azabicyclo[3.1.0]hexane-3-carboxylic acid methyl ester COC(=O)[C@H]1N([C@@H]2C[C@@H]2C1)C(C1=C(C=C(C(=C1)OC)OCC1=CC=CC=C1)[N+](=O)[O-])=O